N-ethyl-5-fluoro-2-[3-methyl-7-(pyrrolidin-3-yl)imidazo[1,5-a]pyridin-5-yl]-N-(isopropyl)benzamide C(C)N(C(C1=C(C=CC(=C1)F)C1=CC(=CC=2N1C(=NC2)C)C2CNCC2)=O)C(C)C